(-)-1-(benzo[b]thiophen-2-yl)-3-[(3S*,4R*)-4-(2,6-difluoro-4-methoxyphenyl)-2-oxopyrrolidin-3-yl]urea S1C2=C(C=C1NC(=O)N[C@@H]1C(NC[C@H]1C1=C(C=C(C=C1F)OC)F)=O)C=CC=C2 |o1:9,13|